N-(2-((4-(2-(((1-Ethyl-1H-imidazol-5-yl)methyl)((1-methyl-1H-indazol-6-yl)methyl)amino)ethyl)phenyl)carbamoyl)-4,5-dimethoxyphenyl)-4-oxo-4H-chromene-2-carboxamide C(C)N1C=NC=C1CN(CCC1=CC=C(C=C1)NC(=O)C1=C(C=C(C(=C1)OC)OC)NC(=O)C=1OC2=CC=CC=C2C(C1)=O)CC1=CC=C2C=NN(C2=C1)C